CN(C1CC12CN(CC2)C2=C(C=NC=1NC3=C(C=C(C(=C3C12)F)F)NC)C=1C=C2C(C(=CN(C2=NC1)C)C(=O)O)=O)C 6-(4-(trans-2-(dimethylamino)-5-azaspiro[2.4]hept-5-yl)-5,6-difluoro-8-(methylamino)-9H-pyrido[2,3-b]indol-3-yl)-1-methyl-4-oxo-1,4-dihydro-1,8-naphthyridine-3-carboxylic acid